NC=1C2=C(N=CN1)N(C=C2Cl)[C@H]2[C@H]([C@@H]([C@H](O2)CO)O)F (2R,3R,4S,5R)-5-(4-amino-5-chloro-7H-pyrrolo[2,3-d]pyrimidin-7-yl)-4-fluoro-2-(hydroxymethyl)tetrahydrofuran-3-ol